4-fluorobenzo[b]thiophene FC1=CC=CC=2SC=CC21